1,3,5-tri(3-pyridyl)benzene N1=CC(=CC=C1)C1=CC(=CC(=C1)C=1C=NC=CC1)C=1C=NC=CC1